O.OCS(=O)O hydroxymethylsulfinate hydrate